5-fluoro-2-sulfinyl-1h,3h-pyrrolo[2,1-f][1,2,4]triazin-4-one FC=1C=CN2NC(NC(C21)=O)=S=O